2-({5-Amino-4-[(3R)-3-dimethylaminopyrrolidin-1-yl]-2-methoxyphenyl}amino)-4-pyrazolo[1,5-a]pyridin-3-ylpyrimidine-5-carbonitrile NC=1C(=CC(=C(C1)NC1=NC=C(C(=N1)C=1C=NN2C1C=CC=C2)C#N)OC)N2C[C@@H](CC2)N(C)C